7-ethynyl-2,3-dihydropyrazolo[5,1-b]oxazole C(#C)C=1C=NN2C1OCC2